(±)-2-(tert-Butylamino)-1-(3-chlorophenyl)propan-1-one C(C)(C)(C)N[C@@H](C(=O)C1=CC(=CC=C1)Cl)C |r|